ClC1=NC(=NC(=C1[N+](=O)[O-])Cl)SCCC 4,6-dichloro-2-propylsulfanyl-5-nitropyrimidine